NC=1SC(=C(N1)C)C(C)=NNC(=N)N amino-4-methyl-5-(1-(guanidinoimino)ethyl)-thiazole